(3-(3-(3,5-dimethylisoxazol-4-yl)benzyl)-1,2,3-oxadiazol-3-ium-5-yl)((3-(trifluoromethyl)phenyl)carbamoyl)amide CC1=NOC(=C1C=1C=C(C[N+]2=NOC(=C2)[N-]C(NC2=CC(=CC=C2)C(F)(F)F)=O)C=CC1)C